C(C)(C)(C)[Si](OC[C@@H](COCCCCCCCCCCCCCCCC)O)(C)C (R)-1-((tertbutyldimethylsilyl)oxy)-3-(hexadecyloxy)propan-2-ol